N-(4-cyano-2-fluoro-phenyl)-5-[2-(trifluoromethyl)phenyl]-1H-pyrrole-3-sulfonamide C(#N)C1=CC(=C(C=C1)NS(=O)(=O)C1=CNC(=C1)C1=C(C=CC=C1)C(F)(F)F)F